BrC=1C=C2C(CC3(CCN(CC3)C(=O)C3=NC=C(C=C3)F)C2=CC1)O (5-bromo-3-hydroxy-2,3-dihydrospiro[indene-1,4'-piperidine]-1'-yl)(5-fluoropyridin-2-yl)methanone